bis(3,5-dibromo-4-hydroxyphenyl) sulfoxide BrC=1C=C(C=C(C1O)Br)S(=O)C1=CC(=C(C(=C1)Br)O)Br